O1C(=NC2=C1C=CC=C2)C=2N=C(N(C(C2OC)=O)C)N2C(C1=CC(=CC=C1CC2)C(=O)N(C)C)C2=CC=NC=C2 2-[4-(1,3-benzoxazol-2-yl)-5-methoxy-1-methyl-6-oxopyrimidin-2-yl]-N,N-dimethyl-1-(pyridin-4-yl)-3,4-dihydro-1H-isoquinoline-7-carboxamide